(S)-1-(3-(5-(1-amino-1,3-dihydrospiro[inden-2,4'-piperidin]-1'-yl)-6-(hydroxymethyl)pyrazin-2-yl)prop-2-yn-1-yl)-1H-indazol-5-ol N[C@@H]1C2=CC=CC=C2CC12CCN(CC2)C=2N=CC(=NC2CO)C#CCN2N=CC1=CC(=CC=C21)O